tert-butyl (S)-3-methyl-4-(5-nitropyrimidin-2-yl)piperazine-1-carboxylate C[C@H]1CN(CCN1C1=NC=C(C=N1)[N+](=O)[O-])C(=O)OC(C)(C)C